4-hydroxy-1,2-dimethyl-5-oxo-2,5-dihydro-1H-pyrrole-3-carboxylic acid tert-butyl ester C(C)(C)(C)OC(=O)C=1C(N(C(C1O)=O)C)C